ClC=1C=C(C=C(C1OC1=CNC(C(=C1)C(C)C)=O)Cl)N1N=C(C(NC1=O)=O)NC(OC(C)(C)C)=O t-butyl (2-(3,5-dichloro-4-((5-isopropyl-6-oxo-1,6-dihydropyridin-3-yl)oxy)phenyl)-3,5-dioxo-2,3,4,5-tetrahydro-1,2,4-triazin-6-yl)carbamate